NC=1C=C(C(=CC1)C=CC=1C(=CC(=CC1)N)S(=O)(=O)O)S(=O)(=O)O 4,4'-Diaminostilbene-2,2'-disulfonic acid